C(C1=CC=CC=C1)N([C@@H](CC(=O)OCC)C=1C=C(C=CC1)C1=CC=CC=C1)[C@H](C)C1=CC=CC=C1 ethyl (S)-3-(benzyl((R)-1-phenylethyl)amino)-3-(biphenyl-3-yl)propanoate